(S)-2-[(4-aminopentyl)ethylamino]ethanol ethyl-8-aminoindolizine-2-carboxylate C(C)C=1C(=CN2C=CC=C(C12)N)C(=O)OCCN(CC)CCC[C@H](C)N